norbornyl-lysine lauramidopropyl-isethionate C(CCCCCCCCCCC)(=O)NCCCC(S(=O)(=O)O)CO.C12(CCC(CC1)C2)N[C@@H](CCCCN)C(=O)O